FC(C(=O)O)(F)F.NC=1C=CC(=NC1)C1=C(N(N=N1)C)C(=O)O 5-(5-amino-2-pyridinyl)-3-methyl-triazole-4-carboxylic acid, trifluoroacetate salt